The molecule is an unsaturated fatty acyl-CoA that results from the formal condensation of the thiol group of coenzyme A with the carboxy group of (13Z)-icosenoic acid. It is a long-chain fatty acyl-CoA and a monounsaturated fatty acyl-CoA. It is a conjugate acid of a (13Z)-icosenoyl-CoA(4-). CCCCCC/C=C\\CCCCCCCCCCCC(=O)SCCNC(=O)CCNC(=O)[C@@H](C(C)(C)COP(=O)(O)OP(=O)(O)OC[C@@H]1[C@H]([C@H]([C@@H](O1)N2C=NC3=C(N=CN=C32)N)O)OP(=O)(O)O)O